5-fluoro-N,N-dimethyl-2,3-dihydro-1H-inden-1-amine FC=1C=C2CCC(C2=CC1)N(C)C